N1CCC(CC1)NC1=NC=CC=N1 N-4-piperidinyl-2-pyrimidinamine